(1S)-4'-chloro-3'-hydroxy-3'-(trifluoromethyl)-2',3'-dihydrospiro[cyclohexane-1,1'-inden]-3-one ClC1=C2C(C[C@]3(C2=CC=C1)CC(CCC3)=O)(C(F)(F)F)O